non-anoic acid C(CCCCCCCC)(=O)O